methoxy-beta-(3-methoxy-4-methoxyphenyl)acrylophenone COC(C(=O)C1=CC=CC=C1)=CC1=CC(=C(C=C1)OC)OC